FC=1C=C(C=CC1B1OC(C(O1)(C)C)(C)C)C(=O)N1CC2(C1)CCOCC2 (3-fluoro-4-(4,4,5,5-tetramethyl-1,3,2-dioxaborolan-2-yl)phenyl)(7-oxa-2-azaspiro[3.5]nonan-2-yl)methanone